1-[2-methyl-4-[4-[(2-oxo-4-piperazin-1-yl-1-piperidyl)methyl]phenyl]-phenyl]-N-[[3-(2,2,2-trifluoro-1,1-dimethyl-ethyl)-1H-1,2,4-triazol-5-yl]methyl]pyrazole-4-carboxamide CC1=C(C=CC(=C1)C1=CC=C(C=C1)CN1C(CC(CC1)N1CCNCC1)=O)N1N=CC(=C1)C(=O)NCC1=NC(=NN1)C(C(F)(F)F)(C)C